[6-(4-methylsulfonylphenyl)pyridin-3-yl]boronic acid CS(=O)(=O)C1=CC=C(C=C1)C1=CC=C(C=N1)B(O)O